benzyl ((1R,2S)-1-(3,5-bis(trifluoromethyl)phenyl)-3-((tertbutyldimethylsilyl)oxy)-1-hydroxypropan-2-yl)carbamate FC(C=1C=C(C=C(C1)C(F)(F)F)[C@H]([C@H](CO[Si](C)(C)C(C)(C)C)NC(OCC1=CC=CC=C1)=O)O)(F)F